BrC1=NC=C(C(=C1)N1C(C(=C(C=C1C)OCC1=NC=C(C=C1F)F)Br)=O)C 2',3-dibromo-4-((3,5-difluoropyridin-2-yl)methoxy)-5',6-dimethyl-2H-[1,4'-bipyridin]-2-one